C(C)(C)(C)OC(=O)N[C@H]1C2(CN3N=CC=C31)CCN(CC2)C=2N=CC(=NC2)[S-].[Na+] sodium (S)-5-(4'-((tert-butoxycarbonyl)amino)-4'H,6'H-spiro[piperidine-4,5'-pyrrolo[1,2-b]pyrazol]-1-yl)pyrazine-2-thiolate